N'-(2-chloro-4-fluorophenyl)-2-(trifluoromethyl)benzene-1,4-diamine ClC1=C(C=CC(=C1)F)NC1=CC(=C(C=C1)N)C(F)(F)F